ClC1=C(C=CC=C1)[C@@H](C)N1C(=NC2=C1C=C(C(=C2)F)F)N2C[C@H]([C@@H](CC2)F)N (3R,4R)-1-(1-((1R)-1-(2-Chlorophenyl)ethyl)-5,6-difluoro-1H-benzimidazol-2-yl)-4-fluoro-3-piperidinamin